tert-butyl 2-((1-ethyl-1,2,3,4-tetrahydroquinolin-8-yl) methyl)-2,8-diazaspiro[4.5]decane-8-carboxylate C(C)N1CCCC2=CC=CC(=C12)CN1CC2(CC1)CCN(CC2)C(=O)OC(C)(C)C